tertiary butylcyclohexyl acrylate C(C=C)(=O)OC1(CCCCC1)C(C)(C)C